γ-Glycidyloxypropyl-Trimethoxysilan C(C1CO1)OCCC[Si](OC)(OC)OC